racemic-4-(3-((2-(4-methoxyphenyl)-2,3-dihydrobenzo[b][1,4]dioxin-6-yl)methyl)-3H-imidazo[4,5-b]pyridin-6-yl)-2-methylbut-3-yn-2-amine COC1=CC=C(C=C1)[C@@H]1COC2=C(O1)C=CC(=C2)CN2C=NC=1C2=NC=C(C1)C#CC(C)(N)C |r|